FC(OC1=CC=CC=2C(N([C@H]3C=4N([C@@H](C21)C3)C3=C(N4)C=CC(=C3)C#C[C@H](C(F)(F)F)O)C([2H])([2H])[2H])=O)F |o1:25| (7R,14R)-1-(difluoromethoxy)-6-(methyl-d3)-11-((R or S)-4,4,4-trifluoro-3-hydroxybut-1-yn-1-yl)-6,7-dihydro-7,14-methanobenzo[f]benzo[4,5]imidazo[1,2-a][1,4]diazocin-5(14H)-one